Ethyl [5,5-dioxido-9-(trifluoromethyl)-6H-dibenzo[c,e][1,2]thiazin-6-yl]acetate O=S1(N(C2=C(C3=C1C=CC=C3)C=C(C=C2)C(F)(F)F)CC(=O)OCC)=O